C1(CC1)C=1C=C(C=2N(C1)C=C(N2)CN2C(C1=CC=CC=C1C2=O)=O)C2CN(C2)C 2-((6-cyclopropyl-8-(1-methylazetidin-3-yl)imidazo[1,2-a]pyridin-2-yl)methyl)isoindoline-1,3-dione